NC1=NC(=C(C(=N1)O)[N+](=O)[O-])[N+](=O)[O-] 2-amino-5,6-dinitropyrimidin-4-ol